C(C)(C)(C)OC(=O)N1C(=C(C=2N=C(SC21)C=O)C(C)C)C=2C(=C(C=1N(C2)N=CN1)C)C 5-(7,8-dimethyl-[1,2,4]triazolo[1,5-a]pyridin-6-yl)-2-formyl-6-isopropyl-4H-pyrrolo[3,2-d]thiazole-4-carboxylic acid tert-butyl ester